O=C1[C@H](C[C@@H]2N1CCN(C2)C(=O)OC(C)(C)C)CC#C tert-butyl (7S,8aS)-6-oxo-7-(prop-2-yn-1-yl)-hexahydropyrrolo[1,2-a]pyrazine-2-carboxylate